C(CCCCCCCCC)C(C(O)CO)OC(C(O)CO)CCCCCCCCCC 1-Decylglycerylether